N1(CCCCCC1)C=1C2=C(N=C(N1)OC[C@]13CCCN3C[C@@H](C1)F)CC1(OC2)CCC2=C(C=CC=C21)Cl 4'-(azepan-1-yl)-4-chloro-2'-(((2R,7aS)-2-fluorotetrahydro-1H-pyrrolizin-7a(5H)-yl)methoxy)-2,3,5',8'-tetrahydrospiro[indene-1,7'-pyrano[4,3-d]pyrimidine]